tert-butyl N-[1-(3-bromophenyl)cyclopropyl]-N-methylcarbamate BrC=1C=C(C=CC1)C1(CC1)N(C(OC(C)(C)C)=O)C